C(C)(C)(C=1OCC(N1)C1=CC=CC=C1)C=1OCC(N1)C1=CC=CC=C1 2,2'-isopropylidenebis(4-phenyl-2-oxazoline)